ethyl 3-cyclopropyl-6-[3-methyl-4-(trifluoromethyl)phenyl]-4-oxo-4,5-dihydropyrazolo-[1,5-a]pyrazine-2-carboxylate C1(CC1)C=1C(=NN2C1C(NC(=C2)C2=CC(=C(C=C2)C(F)(F)F)C)=O)C(=O)OCC